C(C(=C)C)(=O)OC(CSC=1SC(=NN1)SC(C)C)CCCC 2-methacryloxy-n-hexylthio-5-isopropylthio-1,3,4-thiadiazole